1,6-diamino-hexane NCCCCCCN